C1=C(C=CC2=CC=CC=C12)C1=C(C=CC=C1)C#CC1=NNC2=CC=C(C=C12)C(=O)N1CC2(C1)CNCCC2 (3-((2-(Naphthalen-2-yl)phenyl)ethynyl)-1H-indazol-5-yl)(2,6-diazaspiro[3.5]nonan-2-yl)methanone